N-(1-((R)-3-(3-((5-chloro-1H-indol-2-yl)methyl)-1-methylureido)piperidin-1-yl)-1-oxobutan-2-yl)acetamide ClC=1C=C2C=C(NC2=CC1)CNC(N(C)[C@H]1CN(CCC1)C(C(CC)NC(C)=O)=O)=O